calcium (hydrogen) phosphate P(=O)(O)([O-])[O-].[Ca+2]